L-lactic acid Calcium [Ca].C([C@@H](O)C)(=O)O